(1R)-N-[4-(1,1,1,3,3,3-Hexafluoro-2-hydroxypropan-2-yl)phenyl]-2-[(2S)-(2-methyloxetan-2-yl)carbonyl]-5-(methylsulfonyl)-2,3-dihydro-1H-isoindol-1-carboxamid FC(C(C(F)(F)F)(O)C1=CC=C(C=C1)NC(=O)[C@@H]1N(CC2=CC(=CC=C12)S(=O)(=O)C)C(=O)[C@]1(OCC1)C)(F)F